CN(C1(CCC2(CN(C(N2)=O)C=2C=NC=CC2F)CC1)C1=CC=CC=C1)C cis-8-dimethylamino-3-(4-fluoro-pyridin-3-yl)-8-phenyl-1,3-diazaspiro[4.5]decan-2-one